7-[(8S,9S)-9-fluoro-5-azaspiro[3.5]nonan-8-yl]-7H-pyrrolo[2,3-c]pyridazin F[C@H]1[C@H](CCNC12CCC2)N2C=CC1=C2N=NC=C1